FC(C1=NN(C=C1C1=NN2C(N=C(C=C2)N2[C@H]3CO[C@@H](C2)C3)=C1C(=O)N)C1=CC=C(C=C1)CO)F [3-(difluoromethyl)-1-[4-(hydroxymethyl)phenyl]pyrazol-4-yl]-5-[(1R,4R)-2-oxa-5-azabicyclo[2.2.1]hept-5-yl]pyrazolo[1,5-a]pyrimidine-3-carboxamide